C1=CC=C(C=C1)/C=C/CCC(=O)CCC2=CC=C(C=C2)O The molecule is a diarylheptanoid that is hept-6-en-3-one substituted by a 4-hydroxyphenyl group at position 1 and a phenyl group at position 7 respectively. It has been isolated from the rhizomes of Curcuma kwangsiensis. It has a role as a plant metabolite. It is a diarylheptanoid, a ketone and a member of phenols.